4-((2-Acetyl-1,2,3,4-tetrahydroisoquinolin-5-yl)amino)-2-((6-methoxy-2-methyl-1,2,3,4-tetrahydroisoquinolin-7-yl)amino)pyrimidine-5-carboxamide C(C)(=O)N1CC2=CC=CC(=C2CC1)NC1=NC(=NC=C1C(=O)N)NC1=C(C=C2CCN(CC2=C1)C)OC